N-{3-[5-(Hexyloxy)pentyloxy]propyl}quinolin-4-amine C(CCCCC)OCCCCCOCCCNC1=CC=NC2=CC=CC=C12